BrC1=CC=C(C=C1)C1=CC=C(C=C1)SC1=C(N=NN1)C(=O)O 5-((4'-bromo-[1,1'-biphenyl]-4-yl)thio)-1H-1,2,3-triazole-4-carboxylic acid